cerium-copper-zinc [Zn].[Cu].[Ce]